C[C@@]12OO[C@]34[C@@H](CC1)[C@@H](CC[C@H]3[C@H]([C@H](O[C@@H]4O2)CNC(C2=CC=CC=C2)=O)C)C N-{[(3R,5aS,6R,8aS,9R,10S,12R,12aR)-3,6,9-trimethyldecahydro-12H-3,12-epoxypyrano[4,3-j][1,2]Benzodioxepin-10-yl]methyl}benzamide